(1S,3aR,6aS)-2-(4-methoxy-1H-indole-2-carbonyl)-hexahydro-1H-cyclopenta[c]pyrrole COC1=C2C=C(NC2=CC=C1)C(=O)N1C[C@@H]2[C@H](C1)CCC2